O[C@@]12C(C[C@@]3(C([C@@]4(CCC[C@@](C4CC3)(C)CNC(C#C)=O)C)CC1)C2)=C N-(((4R,6aR,9S,11bS)-9-hydroxy-4,11b-dimethyl-8-methylenetetradecahydro-6a,9-methanocyclohepta[a]naphthalen-4-yl)methyl)propiolamide